1,4-di(tert-butoxycarbonyl)piperazine-2-carboxylic acid C(C)(C)(C)OC(=O)N1C(CN(CC1)C(=O)OC(C)(C)C)C(=O)O